ClC=1C(=NC(=NC1)NC1CCOCC1)C1=CC=C2CN(C(C2=C1)=O)[C@@H](C(=O)N[C@H](CO)C1=CC(=C(C=C1)Cl)OC)C (2R)-2-(6-{5-chloro-2-[(oxan-4-yl)amino]pyrimidin-4-yl}-1-oxo-2,3-dihydro-1H-isoindol-2-yl)-N-[(1S)-1-(4-chloro-3-methoxyphenyl)-2-hydroxyethyl]propanamide